N1C=C(C2=CC=CC=C12)CC(N(C)C)[2H] 2-(1H-indol-3-yl)-N,N-dimethylethan-1-amine-1-d